OC=1C=C(C(N)C(=O)O)C=C(C1)O 3,5-dihydroxyphenylglycine